C(#N)C(CC=C)(C)SC(=S)SCC 4-cyano-4-[(ethylsulfanylthiocarbonyl)sulfanyl]pentaneN